3-(3-chlorophenoxy)-N-[2-(2,4-dimethylphenyl)-2,2-difluoro-ethyl]cinnoline-4-carbothioamide ClC=1C=C(OC=2N=NC3=CC=CC=C3C2C(NCC(F)(F)C2=C(C=C(C=C2)C)C)=S)C=CC1